O=C1NC(CCC1N1C(C2=CC=C(C=C2C1=O)N1CC(C1)OC1CCN(CC1)CCC1CCN(CC1)C1=NC=C(C=C1)C=1C=CC=2C3=C(N(C2C1)C)C=CN=C3)=O)=O 2-(2,6-dioxopiperidin-3-yl)-5-(3-((1-(2-(1-(5-(5-methyl-5H-pyrido[4,3-b]indol-7-yl)pyridin-2-yl)piperidin-4-yl)ethyl)piperidin-4-yl)oxy)azetidin-1-yl)isoindoline-1,3-dione